3-(5-(1-(3-(morpholinomethyl)-1H-indole-2-carbonyl)piperidin-4-yl)-1-oxoisoindolin-2-yl)piperidine-2,6-dione O1CCN(CC1)CC1=C(NC2=CC=CC=C12)C(=O)N1CCC(CC1)C=1C=C2CN(C(C2=CC1)=O)C1C(NC(CC1)=O)=O